Methyl-6-chloro-7-((4-cyano-2-fluorobenzyl)oxy)-3,4-dihydroisoquinoline CC1=NCCC2=CC(=C(C=C12)OCC1=C(C=C(C=C1)C#N)F)Cl